S1C2=C(C=C1)C(=CC=C2)N2CCN(CC2)CCCCOC2=CC=C1C=CC(N(C1=C2)C(CCCC\C=C/C\C=C/C\C=C/C\C=C/CC)=O)=O 7-(4-(4-(benzo[b]thiophen-4-yl)piperazin-1-yl)butoxy)-1-(6Z,9Z,12Z,15Z)-octadeca-6,9,12,15-tetraenoylquinolin-2(1H)-one